(2R,5S)-1-(3-chlorobenzoyl)-5-[3-(4-chloro-1H-pyrrol-2-yl)-1,2,4-oxadiazol-5-yl]-2-methylpiperidine ClC=1C=C(C(=O)N2[C@@H](CC[C@@H](C2)C2=NC(=NO2)C=2NC=C(C2)Cl)C)C=CC1